(S)-3-amino-3-(2'-methylbiphenyl-4-yl)propionic acid ethyl ester C(C)OC(C[C@@H](C1=CC=C(C=C1)C1=C(C=CC=C1)C)N)=O